CC(COCC)Br methyl-1-bromo-2-ethoxyethane